C1(CC1)CN1C(=CC2=CC(=CC(=C12)C=1C(=NC(=CC1)C)CC)C(=O)N1CCN(CC1)C1=NC=C(C=C1OC)F)C1=CCCNC1 [1-(cyclopropylmethyl)-7-(2-ethyl-6-methyl-3-pyridyl)-2-(1,2,3,6-tetrahydropyridin-5-yl)indol-5-yl]-[4-(5-fluoro-3-methoxy-2-pyridyl)piperazin-1-yl]methanone